ClC=1N=C(C2=C(N1)NC=C2Cl)NC2CN(CC21CC1)C(=O)OCC1=CC=CC=C1 benzyl 7-((2,5-dichloro-7H-pyrrolo[2,3-d]pyrimidin-4-yl) amino)-5-azaspiro[2.4]heptane-5-carboxylate